FCCN1N=C(C=C1)C1=CC(=NC2=C(N=CC=C12)C1=CC=NN1)N1[C@@H](COCC1)C 4-[1-(2-fluoroethyl)-1H-pyrazol-3-yl]-2-[(3R)-3-methylmorpholin-4-yl]-8-(1H-pyrazol-5-yl)-1,7-naphthyridine